1-(3-(quinolin-8-yloxy)propyl)-1,3-dihydro-2H-benzo[d]imidazol-2-one N1=CC=CC2=CC=CC(=C12)OCCCN1C(NC2=C1C=CC=C2)=O